Bis(cyclopentadienyl)allyltitanium C1(C=CC=C1)C(=CC[Ti])C1C=CC=C1